NC1=NC=C(C2=C1C(NC2O)=O)C2=C1C(=NC=C2)N(C=C1)C 4-amino-1-hydroxy-7-(1-methyl-1H-pyrrolo[2,3-b]pyridin-4-yl)-1,2-dihydro-3H-pyrrolo[3,4-c]pyridin-3-one